C(C(C)C)(=O)OC1=C(C=C(C=C1)Br)\C=N/C(CC1=CC=C(C=C1)O)C(CO)=O (Z)-4-bromo-2-((4-hydroxy-1-(4-hydroxy-phenyl)-3-oxobutan-2-ylimino)methyl)phenyl isobutyrate